O[C@@H]1CN(CC1)C1=NC=C(C(=O)N)C=C1 6-((S)-3-hydroxypyrrolidin-1-yl)nicotinamide